2,2-dichloroacetoacetamide ClC(C(=O)N)(C(=O)C)Cl